[Ga].[Sc].[Y].[Cr].[Er] erbium-chromium-yttrium scandium gallium